N-(4-([1,2,4]triazolo[1,5-c]pyrimidin-7-yloxy)-3-methylphenyl)-5-(8-methyl-5-oxa-2,8-diazaspiro[3.5]nonan-2-yl)quinazolin-4-amine N=1C=NN2C=NC(=CC21)OC2=C(C=C(C=C2)NC2=NC=NC1=CC=CC(=C21)N2CC1(C2)OCCN(C1)C)C